OC1C2(CN3C1=NN=C3)CCN(CC2)C(=O)OC(C)(C)C tert-butyl 7'-hydroxy-5'H,7'H-spiro[piperidine-4,6'-pyrrolo[2,1-c][1,2,4]triazole]-1-carboxylate